C(C)(C)(C)OP(=O)(OC(C)(C)C)O.BrC=1C(=CC(=C(C1)NC(C1=CC(=CC=C1)C(F)(F)F)=O)F)C N-(5-bromo-2-fluoro-4-methylphenyl)-3-(trifluoromethyl)benzamide di-tert-butyl-(57E)-phosphate